(4aR,8aS)-6-(5-(2-chlorophenoxy)octahydrocyclopenta[c]pyrrole-2-carbonyl)hexahydro-2H-pyrido[4,3-b][1,4]oxazin-3(4H)-one ClC1=C(OC2CC3C(CN(C3)C(=O)N3C[C@@H]4[C@@H](OCC(N4)=O)CC3)C2)C=CC=C1